2-((5-bromo-2-(methylthio)pyrimidin-4-yl)methyl)isoindoline-1,3-dione BrC=1C(=NC(=NC1)SC)CN1C(C2=CC=CC=C2C1=O)=O